(±)-3-(5-chloro-2-methoxyphenyl)-1,3-dihydro-3-hydroxy-4-(trifluoromethyl)-2H-indol-2-one ClC=1C=CC(=C(C1)[C@]1(C(NC2=CC=CC(=C12)C(F)(F)F)=O)O)OC |r|